3-methyl-5-(N-(2-(thiophen-3-yl)ethyl)sulfamoyl)benzofuran-2-carboxylic acid CC1=C(OC2=C1C=C(C=C2)S(NCCC2=CSC=C2)(=O)=O)C(=O)O